C(C)(C)(C)OC(N(C(=O)OC(C)(C)C)C1=NC2=C(C=C(C=C2C=C1C)Br)I)=O tert-butyl(6-bromo-8-iodo-3-methylquinolin-2-yl)(tert-butoxycarbonyl)carbamate